3-(but-3-en-1-yl)-2-chloro-3H,4H,5H-pyrrolo[3,2-d]pyrimidin-4-one C(CC=C)N1C(=NC2=C(C1=O)NC=C2)Cl